C(C)(C)(C)OC([C@@H](NC(C1=C(C=CC=C1)N=[N+]=[N-])=O)C)=O (2-azidobenzoyl)L-alanine-tert-butyl ester